1-(Cyanomethyl)tetrahydro-1H-thiophen-1-ium bromide tert-butyl-(2-(2-((2S,3S)-1-methyl-5-oxo-2-(pyridin-3-yl)pyrrolidine-3-carboxamido)ethoxy)ethyl)carbamate C(C)(C)(C)N(C([O-])=O)CCOCCNC(=O)[C@@H]1[C@H](N(C(C1)=O)C)C=1C=NC=CC1.[Br-].C(#N)C[S+]1CCCC1.C(#N)C[S+]1CCCC1